OC1=CC=C(CCNCC#CC2=CC=C(C=C2)N2CCN(CC2)CC)C=C1 1-(4-(4-(3-((4-hydroxyphenethyl)amino)prop-1-yn-1-yl)phenyl)piperazin-1-yl)ethane